C1(CC1)CN1CC(CC1)CNC(=O)C1CCN(CC1)C1=NC(=NO1)C1=CC=C(C=C1)OC N-((1-(Cyclopropylmethyl)pyrrolidin-3-yl)methyl)-1-(3-(4-methoxyphenyl)-1,2,4-oxadiazol-5-yl)piperidine-4-carboxamide